COC(NC[C@H]1CN(C(O1)=O)C1=CC(=C(C(=C1)F)N1CCSCCC1)F)=O (S)-((3-(3,5-difluoro-4-(1,4-thiazepan-4-yl)phenyl)-2-oxo-oxazolidin-5-yl)methyl)carbamic acid methyl ester